tert-butyl (2S,3R)-2-(fluoromethyl)-3-(methylamino)pyrrolidine-1-carboxylate FC[C@H]1N(CC[C@H]1NC)C(=O)OC(C)(C)C